COC=1C=C(CN2C=NC3=CC(=CC=C3C2=O)C=2C=NNC2)C=CC1 3-(3-methoxybenzyl)-7-(1H-pyrazol-4-yl)quinazolin-4(3H)-one